COC1=CC=CC(=N1)C(C)N 1-(6-Methoxypyridin-2-yl)ethan-1-amine